O1CC(C1)N1CCN(CC1)C(=O)N 4-(oxetan-3-yl)piperazine-1-carboxamide